[Br-].CC=1CCCC2=[N+](C3=CC=CC=C3C12)CC1=CC=C(C=C1)[Si](C1=CC=CC=C1)(C1=CC=CC=C1)C1=CC=CC=C1 [4-[(4-methyl-2,3-dihydro-1H-carbazol-9-ium-9-yl)methyl]phenyl]-triphenylsilane bromide